C(CN(CC(=O)O)CC(=O)O)N(CC(=O)O)CC(=O)O.[Na].[Na] disodium ethylenediamine-tetraacetic acid